C(C1=CC=CC=C1)OC(=O)C=1N(C=CC1)C[C@H]1OC1 (R)-1-(oxiran-2-ylmethyl)-1H-pyrrole-2-carboxylic acid benzyl ester